OC1=C(CN(C2=C3C(=CC=C12)C=CC=C3)C)C(C(F)(F)F)=O 4-hydroxy-1-methyl-3-(2,2,2-trifluoroethan-1-one-1-yl)benzo[h]quinoline